C(C)(C)(C)OC(=O)N1CCC(CC1)N1N=C(C=C1CC(C)C)NC1=C(C(=O)[O-])C=C(C=N1)C=1SC=CC1 2-((1-(1-(tert-butoxycarbonyl)piperidin-4-yl)-5-isobutyl-1H-pyrazol-3-yl)amino)-5-(thiophen-2-yl)nicotinate